C(=O)O.F[C@H]1[C@H](CNCC1)NC1=NN=C(C=2N1C=CC2)C2=C(C=C(C=C2)C(F)(F)F)O 2-(4-(((3S,4R)-4-Fluoropiperidin-3-yl)amino)pyrrolo[1,2-d][1,2,4]triazin-1-yl)-5-(trifluoromethyl)phenol formic acid salt